C1(CC1)CNC(COC1=CC=C(C=C1)C1=NC2=C(N1)C=CC(=C2)N2C(C1=CC=C(C=C1C2)N2CCCCC2)=O)=O N-(cyclopropylmethyl)-2-(4-(5-(1-oxo-5-(piperidin-1-yl)-1,3-dihydro-2H-isoindol-2-yl)-1H-benzimidazol-2-yl)phenoxy)acetamide